C(C1=CC=CC=C1)OC=1C(=CC(=C(C1)NC(OCC=C)=O)C(=O)N1[C@@H](CC(=CC1)C=1SC=CC1)CO[Si](C)(C)C(C)(C)C)OC allyl (S)-(5-(benzyloxy)-2-(2-(((tert-butyldimethylsilyl)-oxy)methyl)-4-(thiophen-2-yl)-1,2,3,6-tetrahydropyridine-1-carbonyl)-4-methoxyphenyl)carbamate